C1(CC1)[C@H](CCC(F)(F)F)N[S@@](=O)C(C)(C)C (S)-N-((S)-1-cyclopropyl-4,4,4-trifluorobutyl)-2-methylpropane-2-sulfinamide